1-hexyl-3-methylimidazole bisTrifluoromethanesulfonimide salt [N-](S(=O)(=O)C(F)(F)F)S(=O)(=O)C(F)(F)F.C(CCCCC)N1CN(C=C1)C